(difluoro(2-(((3S,6S,10aS)-6-methyl-3-(3-(morpholine-4-carbonyl)azetidine-1-carbonyl)-5-oxodecahydropyrrolo[1,2-a]azocin-6-yl)carbamoyl)benzo[b]thiophen-5-yl)methyl)phosphonic acid FC(C1=CC2=C(SC(=C2)C(N[C@]2(CCCC[C@@H]3N(C2=O)[C@@H](CC3)C(=O)N3CC(C3)C(=O)N3CCOCC3)C)=O)C=C1)(F)P(O)(O)=O